2,3-dibromopropyl-sodium BrC(C[Na])CBr